Methyl 1-(4-amino-5-((2-hydroxyethyl)thio)-2-methoxyphenyl)-6-chloro-1H-pyrazolo[4,3-c]pyridine-3-carboxylate NC1=CC(=C(C=C1SCCO)N1N=C(C=2C=NC(=CC21)Cl)C(=O)OC)OC